(Z)-2-(5-(cyclopropylmethylene)-2,4-dioxothiazolidin-3-yl)-N-(3-methoxyphenyl)acetamide C1(CC1)\C=C/1\C(N(C(S1)=O)CC(=O)NC1=CC(=CC=C1)OC)=O